OCC1(S[C@H]2N([C@H]1C(=O)O)C(C2)=O)C HYDROXYPENICILLANIC ACID